(2S,5S)-9-(aminophenylmethyl)-5-{[tert-butylbis(phenyl)siloxy]methyl}-2-isopropyl-1-methyl-1,4,5,6-tetrahydro-1,4-benzodiazocin-3(2H)-one NC(C1=CC2=C(C[C@H](NC([C@@H](N2C)C(C)C)=O)CO[Si](C2=CC=CC=C2)(C2=CC=CC=C2)C(C)(C)C)C=C1)C1=CC=CC=C1